C(C)(=O)C=1C(=NC(=CC1)N1C=NC2=C1C=C(C=C2)Br)N2N=C(C=C2C)C#N 1-[3-acetyl-6-(6-bromobenzimidazol-1-yl)-2-pyridinyl]-5-methyl-pyrazole-3-carbonitrile